Acetic acid (S)-11-benzyl-1-(9H-fluoren-9-yl)-3,6,9,12,15-pentaoxo-2-oxa-4,7,10,13,16-pentaaza-heptadecan-17-yl ester C(C1=CC=CC=C1)[C@H](NC(CNC(CNC(OCC1C2=CC=CC=C2C=2C=CC=CC12)=O)=O)=O)C(NCC(NCOC(C)=O)=O)=O